3-((R)-4-(4-chloro-2-(difluoromethyl)benzoyl)-2-ethylpiperazin-1-yl)-6-(2-ethoxyphenyl)-N-((R)-pyrrolidin-3-yl)-picolinamide ClC1=CC(=C(C(=O)N2C[C@H](N(CC2)C=2C(=NC(=CC2)C2=C(C=CC=C2)OCC)C(=O)N[C@H]2CNCC2)CC)C=C1)C(F)F